CC1(N(C(N(C1=O)C1=CC=C(C=C1)C1(CC12CC2)C#N)=O)CC2=C1C(=NC=C2)NC(C1)=O)C 1-(4-(4,4-dimethyl-2,5-dioxo-3-((2-oxo-2,3-dihydro-1H-pyrrolo[2,3-b]pyridin-4-yl)methyl)imidazolidin-1-yl)phenyl)spiro[2.2]pentane-1-carbonitrile